OC1=C(C=C(CC2=C(C=C(OCC(=O)NCC(C)O)C=C2C)C)C=C1)C(C)C (4-(4-hydroxy-3-isopropylbenzyl)-3,5-dimethylphenoxy)-N-(2-hydroxypropyl)acetamide